C(C)(C)(C)OC(=O)NCCCC1=C(C=CC(=C1F)F)NC1=CC=C(C(=C1C(=O)OC)F)C(F)(F)F methyl 6-((2-(3-((tert-butoxycarbonyl)amino)propyl)-3,4-difluorophenyl)amino)-2-fluoro-3-(trifluoromethyl)benzoate